CC1(OC2=C(C1)C(=C(C(=C2C)C)S(=O)(=O)NC(=N)C2=CC=C(C(=O)OC)C=C2)C)C Methyl 4-(N-((2,2,4,6,7-pentamethyl-2,3-dihydrobenzofuran-5-yl)sulfonyl)carbamimidoyl)benzoate